N(N)C([C@H](CC1=CNC2=CC=CC=C12)NC(CC1=CC=C(C=C1)C(F)(F)F)=O)=O (S)-N-(1-hydrazino-3-(1H-indol-3-yl)-1-oxopropan-2-yl)-2-(4-(trifluoromethyl)phenyl)acetamide